(6-((2-(nicotinoyloxy)ethyl)amino)-6-oxohexyl)triphenylphosphonium C(C1=CN=CC=C1)(=O)OCCNC(CCCCC[P+](C1=CC=CC=C1)(C1=CC=CC=C1)C1=CC=CC=C1)=O